ClC1=CC=C(C=C1)C1=NOC(=N1)C(C(=O)N)(C)C 2-[3-(4-Chlorophenyl)-1,2,4-oxadiazol-5-yl]-2-methylpropanamide